5,6-dimethyl-9-(3-(pyrrolidin-1-yl)propoxy)-6H-pyrido[4,3-b]carbazole CC1=C2C(=CC=3C=4C=C(C=CC4N(C13)C)OCCCN1CCCC1)C=NC=C2